CN1C(=NN=C1)[C@@H](C=1C=C(C=CC1)N1C(C2=CC(=CC(=C2C1)C(F)(F)F)CNCC(C)(C)C)=O)C1COC1 (R)-2-(3-((4-methyl-4H-1,2,4-triazol-3-yl)(oxetan-3-yl)methyl)phenyl)-6-((neopentylamino)methyl)-4-(trifluoromethyl)isoindolin-1-one